C(C)(=O)N1CCC(CC1)N1CC(=CC=C1)NC=1C=C2N=CC=NC2=C(C1)C1=CC=C2C=CN(C2=C1)C N-(1-acetylpiperidin-4-yl)-3-{[8-(1-methyl-1H-indol-6-yl)quinoxalin-6-yl]amino}pyridine